Cl.FC(OC=1C=NC(=NC1)NCC(CN)C)F N1-(5-(difluoromethoxy)pyrimidin-2-yl)-2-methylpropane-1,3-diamine hydrochloride